OCC1CN(CCC1)C=1N(C(C=2NC(=NC2N1)C=1C=NN(C1)CC1=CC(=CC=C1)C(F)(F)F)=O)CCC 2-(3-Hydroxymethyl-piperidin-1-yl)-1-propyl-8-[1-(3-trifluoromethyl-benzyl)-1H-pyrazol-4-yl]-1,7-dihydro-purin-6-one